Cl.NC(C(=O)N)C[C@H]1C(N[C@H]2C[C@@H]12)=O 2-amino-3-((1S,4R,5S)-3-oxo-2-azabicyclo[3.1.0]hex-4-yl)propanamide hydrochloride